C1=C(NN=C1)CCN The molecule is pyrazole in which a hydrogen adjacent to one of the nitrogen atoms is substituted by a 2-aminoethyl group. It is a histamine H2-receptor agonist used clinically to test gastric secretory function. It has a role as a histamine agonist, a diagnostic agent and a gastrointestinal drug. It is a member of pyrazoles and a primary amino compound.